ClC=1C=C(C(=O)O)C=CC1N1CCN(CC1)C1=NOC2=C1C(=CC=C2)C(F)(F)F 3-chloro-4-(4-(4-trifluoromethylbenzo[d]isoxazol-3-yl)piperazin-1-yl)benzoic acid